C1=2C=C(C=CC2CC1)[C@@H]1OCC2=CC(=CC=C2[C@@H]1C1=CC=C(C=C1)N1CCC(CC1)C(OC)OC)O (3R,4S)-3-(bicyclo[4.2.0]octa-1(6),2,4-trien-3-yl)-4-(4-(4-(dimethoxymethyl)piperidin-1-yl)phenyl)isochroman-7-ol